tin-copper-nickel-germanium [Ge].[Ni].[Cu].[Sn]